1-(2-butyloctyl) 7-(2-((4-(dimethylamino) butyryl) oxy)-3-((7-((2-hexyldecyl) oxy)-7-oxoheptanoyl) oxy) propyl) pimelate C(CCCCCC(=O)OCC(COC(CCCCCC(=O)OCC(CCCCCCCC)CCCCCC)=O)OC(CCCN(C)C)=O)(=O)OCC(CCCCCC)CCCC